1-N-methyl-pseudouridine 5'-triphosphate P(O)(=O)(OP(=O)(O)OP(=O)(O)O)OC[C@@H]1[C@H]([C@H]([C@@H](O1)C1=CN(C(=O)NC1=O)C)O)O